COC=1C=C(C(=O)NC)C=CC1NCC#CC1=NN2C(C=CC=C2NC2CCN(CC2)C)=C1SC(F)(F)F 3-methoxy-N-methyl-4-[(3-{7-[(1-methylpiperidin-4-yl)amino]-3-[(trifluoromethyl)sulfanyl]pyrazolo[1,5-a]pyridin-2-yl}prop-2-yn-1-yl)amino]benzamide